3-bromo-6-(6-chloro-2,5-dimethylpyrimidin-4-yl)-8,8-dimethyl-5,6,7,8-tetrahydro-1,6-naphthyridine BrC=1C=NC=2C(CN(CC2C1)C1=NC(=NC(=C1C)Cl)C)(C)C